{di(t-butyldimethylsilyl)amino}diethylvinylsilane [Si](C)(C)(C(C)(C)C)N([Si](C)(C)C(C)(C)C)[SiH2]C=C(CC)CC